FC1(CN(CC=2N=C(N=CC21)NC2=CC=C(C=C2)CS(=O)(=O)C)C2=C(C1=C(OCCN1)N=C2)C)F 5,5-difluoro-N-[4-(methanesulfonylmethyl)phenyl]-7-{8-methyl-1H,2H,3H-pyrido[2,3-b][1,4]oxazin-7-yl}-5H,6H,7H,8H-pyrido[3,4-d]pyrimidin-2-amine